ClC1=C(C(=C(C=C1OC)OC)Cl)C1=CC2=C(N=C(N=C2)N[C@H]2[C@H](COC2)NC(C=C)=O)C(=N1)N(C)C N-((3R,4S)-4-((6-(2,6-dichloro-3,5-di-methoxyphenyl)-8-(dimethylamino)pyrido[3,4-d]pyrimidin-2-yl)amino)tetrahydrofuran-3-yl)acrylamide